tert-Butyl 8-(5-(oxetan-3-yloxy)-2-(pyridin-4-yl) pyrido[3,4-d]pyrimidin-4-yl)-2,8-diazaspiro[4.5]decane-2-carboxylate O1CC(C1)OC1=CN=CC=2N=C(N=C(C21)N2CCC1(CCN(C1)C(=O)OC(C)(C)C)CC2)C2=CC=NC=C2